C(C)(=O)O[C@H](COC1=C(C=C(C=C1Cl)C(C)(C)C1=CC=C(C=C1)OC[C@H](CN(C(C)=O)S(=O)(=O)C)OC(C)=O)Cl)CCl (R)-1-(4-(2-(4-((S)-2-acetoxy-3-(N-(methylsulfonyl)acetamido)propoxy) phenyl)propan-2-yl)-2,6-dichlorophenoxy)-3-chloropropan-2-yl acetate